OC1C(N(CCO1)CC(CN1C(=NC=C1[N+](=O)[O-])C(F)(F)F)O)=O 1-[3-(2-hydroxy-morpholin-3-onyl)-2-hydroxypropyl]-2-(trifluoromethyl)-5-nitroimidazole